N-(2-fluoro-5-(trifluoromethoxy)benzyl)-5-(2-(2-hydroxyacetamido)imidazo[1,2-b]pyridazin-6-yl)-2,6-dimethylnicotinamide FC1=C(CNC(C2=C(N=C(C(=C2)C=2C=CC=3N(N2)C=C(N3)NC(CO)=O)C)C)=O)C=C(C=C1)OC(F)(F)F